COC(C(CC1=CC(=C(C=C1)NC1=NC=C(C(=N1)NC1CC1)C(F)(F)F)OC)NC(=O)OC(C)(C)C)=O 2-((t-butoxycarbonyl)amino)-3-(4-((4-(cyclopropylamino)-5-(trifluoromethyl)pyrimidin-2-yl)amino)-3-methoxyphenyl)propionic acid methyl ester